4-methyl-2-(3-(methylcarbamoyl)-1H-indazol-6-yl)thiazole-5-carboxylic acid CC=1N=C(SC1C(=O)O)C1=CC=C2C(=NNC2=C1)C(NC)=O